CS(=O)(=O)C=1C=C2C(=CN=CC2=CC1)N1C(N(C2=CC=C(C=C2C1=O)C(F)(F)F)CCC#N)=O 3-(3-(6-(methylsulfonyl)isoquinolin-4-yl)-2,4-dioxo-6-(trifluoromethyl)-3,4-dihydroquinazolin-1(2H)-yl)propanenitrile